Cl.N[C@@H](C[C@H]1C(NCC1)=O)C(CO)=O (S)-3-((S)-2-amino-4-hydroxy-3-oxobutyl)pyrrolidin-2-one hydrochloride